CN(C(OC(C)(C)C)=O)C1CC(CC1)C(=O)C=1C=2N(C=C(N1)C=1C=NN(C1)C)N=CC2 rac-tert-butyl methyl(3-(6-(1-methyl-1H-pyrazol-4-yl)pyrazolo[1,5-a]pyrazine-4-carbonyl)cyclopentyl)carbamate